C(C1=CC=2OCOC2C=C1)C=CC(CC(C=CCC1=CC=2OCOC2C=C1)=O)=O 1,7-bis(piperonyl)-1,6-heptadiene-3,5-dione